C(=C)C1=CC=2N(C(=C1)C#N)N=CC2 5-ethenylpyrazolo[1,5-a]pyridine-7-carbonitrile